tert-butyl 4-(4-((4-([1,2,4]triazolo[1,5-a]pyridin-7-yloxy)-2-fluoro-3-methylphenyl)amino)pyrido[3,2-d]pyrimidin-6-yl)-2-cyclopropylpiperazine-1-carboxylate N=1C=NN2C1C=C(C=C2)OC2=C(C(=C(C=C2)NC=2C1=C(N=CN2)C=CC(=N1)N1CC(N(CC1)C(=O)OC(C)(C)C)C1CC1)F)C